CN(CCCCCCN)C 6-dimethylaminohexylamine